butyl (2-chloro-6-((2S,3S)-3-(hydroxymethyl)-N-methyl-1-(6-methyl-4-(trifluoromethyl)pyridin-2-yl)-5-oxopyrrolidine-2-carboxamido)phenyl)carbamate ClC1=C(C(=CC=C1)N(C(=O)[C@H]1N(C(C[C@@H]1CO)=O)C1=NC(=CC(=C1)C(F)(F)F)C)C)NC(OCCCC)=O